COC1=CC=C(C=C1)C1=CN=C2N1C=CN=C2NC2=CC(=C(C(=O)NCC1CCNCC1)C=C2)C 4-[[3-(4-methoxyphenyl)imidazo[1,2-a]pyrazin-8-yl]amino]-2-methyl-N-(piperidin-4-ylmethyl)benzamide